dihydroxy-phthalate OC=1C(=C(C(C(=O)[O-])=CC1)C(=O)[O-])O